C(C)N(C(C(C(C(C(C(C(C(F)(F)F)(F)F)(F)F)(F)F)(F)F)(F)F)(F)F)=O)CCO N-ethyl-N-hydroxyethyl-perfluorooctanoic acid amide